N1CCC(CC1)N1N=C(C=C1)C1=CC(=C(C=C1)NC1=NC=C(C(=N1)NC1=C(C(=O)NOC)C=CC=C1)C(F)(F)F)OC 2-{[2-({4-[1-(hexahydropyridin-4-yl)pyrazol-3-yl]-2-methoxyphenyl}amino)-5-(trifluoromethyl)pyrimidin-4-yl]amino}-N-methoxybenzamide